2-Methyl-1,4,5-hexatrien-3-ol CC(=C)C(C=C=C)O